4-(6,7-dimethoxyquinazolin-4-yl)-2,3,6,7-tetrahydro-1H-azepine-1-sulfonamide COC=1C=C2C(=NC=NC2=CC1OC)C=1CCN(CCC1)S(=O)(=O)N